3-[4-(4-Bromo-phenyl)-5-ethyl-thiazol-2-yl]-7-hydroxy-chromen-2-one BrC1=CC=C(C=C1)C=1N=C(SC1CC)C=1C(OC2=CC(=CC=C2C1)O)=O